[Na].C(C)S Ethylmercaptan sodium salt